tert-butyl N-[2-[[6-fluoro-3-(2-tetrahydropyran-4-yloxy-3-pyridyl)pyrazolo[1,5-a]pyrimidin-5-yl]amino]ethyl]carbamate FC=1C(=NC=2N(C1)N=CC2C=2C(=NC=CC2)OC2CCOCC2)NCCNC(OC(C)(C)C)=O